2-ethylhexyl 3-[2-hydroxy-4-(pyrrolidin-1-ylmethyl)phenyl]sulfanylpropanoate OC1=C(C=CC(=C1)CN1CCCC1)SCCC(=O)OCC(CCCC)CC